OC[C@H](C1=CC=CC=C1)NC1=NC(=NC=C1C(=O)N)NC1=CC2=C(C(OC2)=O)C=C1 4-{[(1S)-2-hydroxy-1-phenylethyl]amino}-2-[(1-oxo-1,3-dihydro-2-benzofuran-5-yl)amino]pyrimidine-5-carboxamide